C(CCCCC)OC(CCCC)=O hexylvalerate